2,2-difluoro-4-hydroxy-7-(trifluoromethylthio)-2,3-dihydro-1H-inden-1-one FC1(C(C2=C(C=CC(=C2C1)O)SC(F)(F)F)=O)F